ClC=1C=C2C=C(NC2=CC1C1=CC(=NC=C1)OC)CNC(C)=O N-((5-chloro-6-(2-methoxypyridin-4-yl)-1H-indol-2-yl)methyl)acetamide